7-(2,8-Dimethylimidazo[1,2-b]pyridazin-6-yl)-2-[(3S)-3-pyrrolidin-1-ylpyrrolidin-1-yl]thiazolo[3,2-a]pyrimidin-5-on CC=1N=C2N(N=C(C=C2C)C=2N=C3N(C(C2)=O)C=C(S3)N3C[C@H](CC3)N3CCCC3)C1